C(C)(C)[K].C(#N)NC(S)=S cyanodithiocarbamic acid isopropyl-potassium salt